CONC(=O)C1CC1 N-methoxy-cyclopropanecarboxamide